4-[(E)-2-(pyridin-2-yl)vinyl]-N-{3-[4-(trifluoromethyl)piperidine-1-carbonyl]phenyl}aniline N1=C(C=CC=C1)/C=C/C1=CC=C(NC2=CC(=CC=C2)C(=O)N2CCC(CC2)C(F)(F)F)C=C1